3-(1-oxo-5-(piperazin-1-ylamino)isoindolin-2-yl)piperidine-2,6-dione O=C1N(CC2=CC(=CC=C12)NN1CCNCC1)C1C(NC(CC1)=O)=O